methyl (S)-2-((S)-1-(4-chloro-1H-pyrazol-1-yl)propan-2-yl)-7-methyl-3-(piperidin-4-yl)-3,7,8,9-tetrahydro-6H-imidazo[4,5-f]quinoline-6-carboxylate ClC=1C=NN(C1)C[C@H](C)C=1N(C=2C(=C3CC[C@@H](N(C3=CC2)C(=O)OC)C)N1)C1CCNCC1